7-(4-chlorophenyl)-8-(2-methylpyrazol-3-yl)-3-[[2-(trimethylsilyl)ethoxy]methyl]-1H-purine-2,6-dione ClC1=CC=C(C=C1)N1C(=NC=2N(C(NC(C12)=O)=O)COCC[Si](C)(C)C)C=1N(N=CC1)C